1-benzyl-4-[[2-(tert-butoxycarbonyl)-2-azaspiro[3.5]non-7-yl]oxy]pyridin-1-ium bromide [Br-].C(C1=CC=CC=C1)[N+]1=CC=C(C=C1)OC1CCC2(CN(C2)C(=O)OC(C)(C)C)CC1